tert-butyl (3-bromo-2,4-difluorophenyl)(tert-butoxycarbonyl)carbamate BrC=1C(=C(C=CC1F)N(C(OC(C)(C)C)=O)C(=O)OC(C)(C)C)F